C(=O)(O)CCCC[Si](O[Si](CCCCC(=O)O)(C)C)(C)C 1,3-bis(4-carboxybutyl)tetramethyldisiloxane